ClC=1C=C(NC)C=C(C1)Cl 3,5-dichloro-N-methylaniline